C(C)(C)N(CCC1=CNC2=CC=C(C=C12)OC1OC(C(C(C1O)O)O)CO)C(C)C 2-((3-(2-(diisopropylamino)ethyl)-1H-indol-5-yl)oxy)-6-(hydroxymethyl)tetrahydro-2H-pyran-3,4,5-triol